C(C=CC)P(O)(=O)C 2-butenyl-(methyl)phosphinic acid